CC1(OC1)C=1N=C(C=2N(C1)C=CN2)C2=CC=C(C=C2)C(F)(F)F 6-(2-methyloxiran-2-yl)-8-(4-(trifluoromethyl)phenyl)imidazo[1,2-a]pyrazine